tert-butyl 3-bromo-2-[4-(trifluoromethyl)anilino]-6,7-dihydropyrazolo[1,5-a]pyrazine-5(4H)-carboxylate BrC=1C(=NN2C1CN(CC2)C(=O)OC(C)(C)C)NC2=CC=C(C=C2)C(F)(F)F